CC1(COC1)CN[C@@H]1[C@H](CCCC1)OC=1C=C2CN(C(C2=CC1)=O)C1C(NC(CC1)=O)=O 3-(5-(((1S,2S)-2-(((3-methyloxetan-3-yl)methyl)amino)cyclohexyl)oxy)-1-oxoisoindolin-2-yl)piperidine-2,6-dione